(6R,8aS)-6-[8-amino-1-(4-{(1R)-1-hydroxy-1-[3-(2,2,2-trifluoroethyl)phenyl]ethyl}phenyl)imidazo[1,5-a]pyrazin-3-yl]hexahydroindolizin-3(2H)-one NC=1C=2N(C=CN1)C(=NC2C2=CC=C(C=C2)[C@](C)(C2=CC(=CC=C2)CC(F)(F)F)O)[C@H]2CN1C(CC[C@@H]1CC2)=O